C1(CC1)CCN(C12CC(C1)(C2)CNC(OC(C)(C)C)=O)C2=C1CN(C(C1=CC=C2)=O)C2C(NC(CC2)=O)=O tert-butyl N-({3-[(2-cyclopropylethyl)[2-(2,6-dioxopiperidin-3-yl)-1-oxo-3H-isoindol-4-yl]amino]bicyclo[1.1.1]pentan-1-yl}methyl)carbamate